1,2-dichloro-3,4-dihydroxy-9,10-anthraquinone ClC1=C(C(=C(C=2C(C3=CC=CC=C3C(C12)=O)=O)O)O)Cl